1-((1R,3R,5R,7R,8S)-8-hydroxy-5-(hydroxymethyl)-3-methyl-2,6-dioxabicyclo[3.2.1]octan-7-yl)-5-methylpyrimidine-2,4(1H,3H)-dione O[C@H]1[C@H]2O[C@@H](C[C@@]1(O[C@H]2N2C(NC(C(=C2)C)=O)=O)CO)C